tert-butyl 4-[(3-bromo-2-methyl-phenoxy)methyl]piperidine-1-carboxylate BrC=1C(=C(OCC2CCN(CC2)C(=O)OC(C)(C)C)C=CC1)C